ClC=1N=C(C2=C(N1)NC(C2)=O)Cl 2,4-Dichloro-5H,6H,7H-pyrrolo[2,3-d]pyrimidin-6-one